stibarsine [Sb]1=[As]C=CC=C1